(5-(5-chloro-2-methoxypyridin-4-yl)-1H-pyrazole-3-carbonyl)-N-((5-methylimidazo[1,2-a]pyridin-2-yl)methyl)piperidine-4-carboxamide ClC=1C(=CC(=NC1)OC)C1=CC(=NN1)C(=O)N1CCC(CC1)C(=O)NCC=1N=C2N(C(=CC=C2)C)C1